C(#N)CC1CCC(CC1)N1C(=NC=2C1=C1C(=NC2)N(C=C1)S(=O)(=O)C1=CC=CC=C1)CON=C(C(C)C)N N'-((1-((1r,4r)-4-(cyanomethyl)cyclohexyl)-6-(phenylsulfonyl)-1,6-dihydroimidazo[4,5-d]pyrrolo[2,3-b]pyridin-2-yl)methoxy)isobutyrimidamide